C[Si](C)(C)C#C[C@@H]1[C@@H](CCCC1)N1C(C2=CC=CC=C2C1=O)=O ((1R,2R)-2-((trimethylsilyl)ethynyl)cyclohexyl)isoindoline-1,3-dione